tert-butyl 3,3-difluoro-2-(2-((2-(isoquinolin-1-yl)propan-2-yl)amino)-2-oxoethyl)pyrrolidine-1-carboxylate FC1(C(N(CC1)C(=O)OC(C)(C)C)CC(=O)NC(C)(C)C1=NC=CC2=CC=CC=C12)F